6-chloro-3-((2-(((4,4-difluoro-2-methyltetrahydrofuran-2-yl)(3-methylpyridin-2-yl)methyl)amino)-3,4-dioxocyclobut-1-en-1-yl)amino)-2-hydroxy-N,N-dimethylbenzamide ClC1=CC=C(C(=C1C(=O)N(C)C)O)NC1=C(C(C1=O)=O)NC(C1=NC=CC=C1C)C1(OCC(C1)(F)F)C